3-(4-(5-(difluoromethyl)-1,3,4-oxadiazol-2-yl)benzyl)-5-fluoro-1-(1-methylpiperidin-4-yl)-1,3-dihydro-2H-benzo[d]imidazol-2-one FC(C1=NN=C(O1)C1=CC=C(CN2C(N(C3=C2C=C(C=C3)F)C3CCN(CC3)C)=O)C=C1)F